COC1=CC=C(CN[C@@H](CC(=O)OC)C)C=C1 Methyl (R)-3-((4-methoxybenzyl)amino)butanoate